rac-(1R,5R,6S,Z)-3-(3,4-difluorophenyl)-N'-hydroxybicyclo[3.1.0]hex-2-ene-6-carboxamidine FC=1C=C(C=CC1F)C1=C[C@@H]2[C@H]([C@@H]2C1)/C(=N/O)/N |r|